perfluorooctyl-trichlorosilane FC(C(C(C(C(C(C(C(F)(F)F)(F)F)(F)F)(F)F)(F)F)(F)F)(F)F)([Si](Cl)(Cl)Cl)F